C(CCC)C1=C(C=C)C=CC=C1 o-butyl-styrene